BrC=1C=C2C(N(C(=NC2=C(C1)I)C1CCOCC1)C1CC1)=O 6-bromo-3-cyclopropyl-8-iodo-2-(tetrahydro-2H-pyran-4-yl)quinazolin-4(3H)-one